ClC1=NC=C(C(=N1)C)C(=O)NC12CCC(CC1)(C2)NC(OC(C)(C)C)=O tert-butyl N-[4-[(2-chloro-4-methyl-pyrimidine-5-carbonyl)amino] norbornan-1-yl]carbamate